BrC1=CC=CC(=N1)OCC(=O)OC methyl 2-[(6-bromo-2-pyridyl)oxy]acetate